NC1=C(C(=NC=N1)C=1C(=C(C=C(C1)F)NC(C1=C(C=C(C=C1)C1CC1)F)=O)C)OC1CN(C1)C(CC)=O N-(3-(6-amino-5-((1-propionylazetidin-3-yl)oxy)pyrimidin-4-yl)-5-fluoro-2-methylphenyl)-4-cyclopropyl-2-fluorobenzamide